NC[C@H]1NC([C@H](SCC1)C1=CC=C(C=C1)OC1=CC(=CC=C1)C(F)(F)F)=O (2R,5S)-5-(aminomethyl)-2-[4-[3-(trifluoromethyl)phenoxy]phenyl]-1,4-thiazepan-3-one